(4-amino-3-methyl-2-pyrrolidin-1-ylphenyl)-(1,1-dioxo-1,4-thiazinan-4-yl)methanone NC1=C(C(=C(C=C1)C(=O)N1CCS(CC1)(=O)=O)N1CCCC1)C